C1(CC1)C=1NC(=NN1)C1CC2(CN(C2)C(=O)N2CC(C2)C2=CC=C(C=C2)[C@@H]2C[C@H](C2)C(F)F)C1 trans-[6-(5-Cyclopropyl-4H-1,2,4-triazol-3-yl)-2-azaspiro[3.3]heptan-2-yl]-[3-[4-[3-(difluoromethyl)cyclobutyl]phenyl]azetidin-1-yl]methanone